2-methyl-N-[3-chloro-4-[4-[2-(dimethylamino)acetyl]piperazine-1-carbonyl]phenyl]-5-[4-(difluoromethoxy)-2-fluoro-phenyl]-imidazole-2-carboxamide CC1(N=C(C=N1)C1=C(C=C(C=C1)OC(F)F)F)C(=O)NC1=CC(=C(C=C1)C(=O)N1CCN(CC1)C(CN(C)C)=O)Cl